N-[3-amino-7-(2-fluoro-6-methyl-phenyl)-5-isoquinolyl]azetidine-3-carboxamide NC=1N=CC2=CC(=CC(=C2C1)NC(=O)C1CNC1)C1=C(C=CC=C1C)F